1,4-bis(p-hydroxybenzoyl)benzene OC1=CC=C(C(=O)C2=CC=C(C=C2)C(C2=CC=C(C=C2)O)=O)C=C1